tert-butyl 4-(4-amino-2,6-difluoro-phenyl)-3,6-dihydro-2H-pyridine-1-carboxylate NC1=CC(=C(C(=C1)F)C=1CCN(CC1)C(=O)OC(C)(C)C)F